C(=O)(OCC1C2=CC=CC=C2C2=CC=CC=C12)N[C@@H](CO)C(=O)O Fmoc-L-Serine